methyl (R,E)-4-(2-(2-((1-(1-(naphthalen-1-yl)ethyl)piperidin-4-yl)amino)acetamido)acetamido)but-2-enoate C1(=CC=CC2=CC=CC=C12)[C@@H](C)N1CCC(CC1)NCC(=O)NCC(=O)NC/C=C/C(=O)OC